C12(CC3CC(CC(C1)C3)C2)NC(=O)N2[C@@H](CCC2)C(=O)N[C@H](C(=O)N[C@@H](CCC(=O)OC(C)(C)C)C(=O)N[C@H](C(=O)N)C(C)C)CC(C)C tert-Butyl (S)-4-((S)-2-((S)-1-(((3R,5R,7R)-adamantan-1-yl)carbamoyl)pyrrolidine-2-carboxamido)-4-methylpentanamido)-5-(((S)-1-amino-3-methyl-1-oxobutan-2-yl)amino)-5-oxopentanoate